[Cu].[Ba].[Gd] Gadolinium-Barium-Copper